1-[3-({3-[6-({[4-(1-methyl-1H-pyrazol-4-yl)phenyl]methyl}amino)pyrimidin-4-yl]imidazo[1,2-a]pyridin-7-yl}oxy)propyl]pyrrolidin-1-ium-1-olate CN1N=CC(=C1)C1=CC=C(C=C1)CNC1=CC(=NC=N1)C1=CN=C2N1C=CC(=C2)OCCC[N+]2(CCCC2)[O-]